C(CCC)C(C(=O)OCCCCCC(=O)OCC(COC(CCCCCOC(C(CCCCCC)CCCC)=O)=O)(COC(NCCN1CCCC1)=O)COC(CCC(OCCCC\C=C/CC)OCCCC\C=C/CC)=O)CCCCCC ((2-(((4,4-bis(((Z)-oct-5-en-1-yl)oxy)butanoyl)oxy)methyl)-2-((((2-(pyrrolidin-1-yl)ethyl)carbamoyl)oxy)methyl)propane-1,3-diyl)bis(oxy))bis(6-oxohexane-6,1-diyl) bis(2-butyloctanoate)